tert-butyl (3S)-3-[(6-aminothieno[3,2-b]pyridin-7-yl)amino]piperidine-1-carboxylate NC=1C(=C2C(=NC1)C=CS2)N[C@@H]2CN(CCC2)C(=O)OC(C)(C)C